5-(benzoyloxy)-1-phenyl-4-(m-tolyl)-3-(trifluoromethyl)-4,5-dihydro-1H-pyrazolo[4,3-f][1,4]oxazepin C(C1=CC=CC=C1)(=O)ON1C=COC2=C(C1C=1C=C(C=CC1)C)C(=NN2C2=CC=CC=C2)C(F)(F)F